B1(OC(=O)CN(CC(=O)O1)C)C2=CC=CS2 2-thiopheneboronic acid MIDA ester